3-diethoxymethylpropyltetrasulfide C(C)OC(CCCSSSSCCCC(OCC)OCC)OCC